BrC1=CC=2N3C4=C(C=CC=C4C(C2C=C1)(C1=CC=CC=C1)C1=CC=CC=C1)C1=C3N=CC=C1 11-bromo-8,8-diphenyl-8H-pyrido[3',2':4,5]pyrrolo[3,2,1-de]acridine